(3S)-1-[(2R)-2-[4-(o-tolyl)-2-oxo-chromen-7-yl]oxypropanoyl]piperidine-3-carboxylic acid C1(=C(C=CC=C1)C1=CC(OC2=CC(=CC=C12)O[C@@H](C(=O)N1C[C@H](CCC1)C(=O)O)C)=O)C